C(C)OC(=O)C=1C=NN(C1C(F)(F)F)C1=C(C=CC=C1)F 1-(2-fluorophenyl)-5-(trifluoromethyl)-1H-pyrazole-4-carboxylic acid ethyl ester